[N+](=O)([O-])C1=CC=CC(=N1)NCCC1CNCCC1 6-nitro-N-(2-(piperidin-3-yl)ethyl)pyridin-2-amine